dimethyl 2,2'-(ethane-1,2-diylbis(5-carbamoyl-4-methoxy-1H-benzo[d]imidazole-1,2-diyl))dibenzoate C(CN1C(=NC2=C1C=CC(=C2OC)C(N)=O)C2=C(C(=O)OC)C=CC=C2)N2C(=NC1=C2C=CC(=C1OC)C(N)=O)C1=C(C(=O)OC)C=CC=C1